cyclopentyl (rac)-6'-methyl-2'-(quinolin-3-yl)-5',6'-dihydrospiro[azetidine-3,4'-pyrrolo[1,2-b]pyrazole]-1-carboxylate C[C@@H]1CC2(C=3N1N=C(C3)C=3C=NC1=CC=CC=C1C3)CN(C2)C(=O)OC2CCCC2 |r|